FS(=O)(=O)N1C=[N+](C=C1)C 1-(fluorosulfonyl)-3-methyl-1H-imidazolium